[C@H]1(C[C@@H](CC1)O)O cis-cyclopentane-1,3-diol